C(C)N=CC(=O)[O-] Ethyliminoacetate